CC=1N=C2N(C=C(C(=C2)C)NC(=O)N2CCC=3C2=NC=CC3N3C[C@@H](N(CC3)C(=O)OC(C)(C)C)C)C1 tert-butyl (S)-4-(1-((2,7-dimethylimidazo[1,2-a]pyridin-6-yl)carbamoyl)-2,3-dihydro-1H-pyrrolo[2,3-b]pyridin-4-yl)-2-methylpiperazine-1-carboxylate